ClC1=NC=C(C(=C1)N[C@@H](C#N)C)I (R)-2-((2-chloro-5-iodopyridin-4-yl)amino)propionitrile